N-{[2-fluoro-3-methoxy-6-(4-methyl-1,2,3-triazol-1-yl)phenyl]methyl}-1-[(2-methyl-3,4-dihydro-1H-isoquinolin-7-yl)methyl]-1,2,3-triazole-4-carboxamide FC1=C(C(=CC=C1OC)N1N=NC(=C1)C)CNC(=O)C=1N=NN(C1)CC1=CC=C2CCN(CC2=C1)C